N-(6-(methoxymethyl)-1-oxo-3-(o-tolyl)isoindolin-4-yl)benzo[d]isothiazole-3-carboxamide COCC1=CC(=C2C(NC(C2=C1)=O)C1=C(C=CC=C1)C)NC(=O)C1=NSC2=C1C=CC=C2